C1(CCC1)C=1C(=NN(C1NC(OC1CC(C1)C(F)(F)F)=O)C)C1CC(C1)(F)F (1s,3s)-3-(trifluoromethyl)cyclobutyl (4-cyclobutyl-3-(3,3-difluorocyclobutyl)-1-methyl-1H-pyrazol-5-yl)carbamate